ClC1=NC=C(C(=N1)NC1=C(C=CC=C1)OC(C)C)C#N chloro-4-((2-isopropoxyphenyl)amino)pyrimidine-5-carbonitrile